FC1=NN(C=C1C1=C(C=C(C=C1)NC1=NC(=NN1C)C=1C=NC(=CC1)F)OC)COCC[Si](C)(C)C N-(4-(3-Fluoro-1-((2-(trimethylsilyl)ethoxy)methyl)-1H-pyrazol-4-yl)-3-methoxyphenyl)-3-(6-fluoropyridin-3-yl)-1-methyl-1H-1,2,4-triazol-5-amine